3-{[2-(4-chlorophenyl)imidazo[1,2-a]pyrimidin-3-yl]methyl}-N-cyclohexyl-3,8-diazabicyclo[3.2.1]octane-8-carboxamide ClC1=CC=C(C=C1)C=1N=C2N(C=CC=N2)C1CN1CC2CCC(C1)N2C(=O)NC2CCCCC2